Phenyl 3,5-difluoro-4-pyridinylaminoformate FC=1C=NC=C(C1NC(=O)OC1=CC=CC=C1)F